Cl.Cl.NC[C@H](CN1CC(C1)(O)CNC(OCC=C)=O)O Allyl N-[[1-[(2R)-3-amino-2-hydroxy-propyl]-3-hydroxy-azetidin-3-yl]methyl]carbamate dihydrochloride